(4-Amino-7-fluoro-1-methyl-1H-pyrazolo[4,3-c]quinolin-8-yl)(2-(2-methylbenzo[d]thiazol-6-yl)pyrazolidin-1-yl)methanone NC1=NC=2C=C(C(=CC2C2=C1C=NN2C)C(=O)N2N(CCC2)C2=CC1=C(N=C(S1)C)C=C2)F